4-(6-methoxy-2-oxo-1,2-dihydrospiro[benzo[d][1,3]oxazin-4,4'-piperidin]-1'-yl)-N-(4-nitrophenyl)-4-oxobut-2-enamide COC1=CC2=C(NC(OC23CCN(CC3)C(C=CC(=O)NC3=CC=C(C=C3)[N+](=O)[O-])=O)=O)C=C1